(3S)-4-tert-butoxy-3-[9H-fluoren-9-ylmethoxycarbonyl(methyl)amino]-4-oxo-butanoic acid C(C)(C)(C)OC([C@H](CC(=O)O)N(C)C(=O)OCC1C2=CC=CC=C2C=2C=CC=CC12)=O